C(C1=CC=CC=C1)(=O)O.C(C)(=O)OCCC 3-acetoxy-propane benzoate